C(=C)(C)C1=C(C=CC(=C1)C(=C)C)S 2,4-diisopropenylbenzenethiol